NC1=NNC2=CC=C(C=C12)C1=CC(=NC=C1)NC(CC1=CC(=CC=C1)S(=O)(=O)C)=O N-(4-(3-amino-1H-indazol-5-yl)pyridin-2-yl)-2-(3-(methylsulfonyl)phenyl)acetamide